6-bromo-3-(1-(3,4-dichlorophenyl)pyrrolidin-3-yl)-2-fluorobenzoic acid BrC1=CC=C(C(=C1C(=O)O)F)C1CN(CC1)C1=CC(=C(C=C1)Cl)Cl